N-((3aR,8S,11aS,12aR,12bS,15S,16aS)-15-cyano-12,12-dimethyl-1,9,13-trioxoicosahydrocyclopropa[3,4]pyrrolo[1,2-a]pyrrolo[3,4-g][1,4]diazacyclotetradecin-8-yl)benzenesulfonamide C(#N)[C@H]1NC([C@H]2N(C([C@H](CCCC[C@@H]3[C@H](C1)C(NC3)=O)NS(=O)(=O)C3=CC=CC=C3)=O)C[C@H]3[C@@H]2C3(C)C)=O